CNC(O[Si](OC)(OC)CCC)(C)C1CCCCC1 N-methyl-cyclohexyl-amino-methyl-3-propyl-trimethoxysilane